C(C)OP(OCC)(=O)C(C(C)=O)C(CC)N [1-(1-aminopropyl)-2-oxopropyl]phosphonic acid diethyl ester